2-methyl-2-methylsulfonyl-propionic acid CC(C(=O)O)(C)S(=O)(=O)C